O=C1N(C=NC2=CC=CC=C12)CC(=O)NNC1=CC=C(C=C1)Cl 2-(4-oxoquinazolin-3(4H)-yl)-N'-(4-chlorophenyl)acethydrazide